6'-amino-1-methyl-5-((4-methyl-6-propionylpyridin-3-yl)amino)-[4,4'-bipyrimidin]-6(1H)-one NC1=CC(=NC=N1)C=1N=CN(C(C1NC=1C=NC(=CC1C)C(CC)=O)=O)C